2-(3',4-dicarboxyphenyl)5,6-dicarboxybenzimidazole C(=O)(O)C=1C=C(C=CC1C(=O)O)C=1NC2=C(N1)C=C(C(=C2)C(=O)O)C(=O)O